FC1=C2C(NC(=NC2=CC(=C1)OCC1CCOCC1)CSC1(CCOCC1)C)=O 5-fluoro-2-(((4-methyltetrahydro-2H-pyran-4-yl)thio)methyl)-7-((tetrahydro-2H-pyran-4-yl)methoxy)quinazolin-4(3H)-one